C(C)N1NC(C=2C1=NC(=CC2)NC2=NC=C(C(=C2)N[C@H](CO)C2=CC=CC=C2)C2=NC(=NO2)C2=NC=CC=C2)=O (S)-1-ethyl-6-((4-((2-hydroxy-1-phenylethyl)amino)-5-(3-(pyridin-2-yl)-1,2,4-oxadiazol-5-yl)pyridin-2-yl)amino)-1,2-dihydro-3H-pyrazolo[3,4-b]pyridin-3-one